1-[2-(2,6-dioxo-3-piperidyl)-1-oxo-isoindolin-5-yl]azetidine-3-carbaldehyde O=C1NC(CCC1N1C(C2=CC=C(C=C2C1)N1CC(C1)C=O)=O)=O